benzotriazolium [NH+]=1NN=C2C1C=CC=C2